FC(C=1C=C(C=CC1)C=1C(=CC=CC1N1CC(C1)OC1=CC=C(C=C1)CO)C(=O)O)(F)F 3'-(trifluoromethyl)-6-(3-(4-(hydroxymethyl)phenoxy)azetidin-1-yl)-[1,1'-biphenyl]-2-carboxylic acid